NC=1SC2=C(N1)C(=CC=C2)C2=NC(=NC=1CCCCC21)N2CC1(CN(C1)C(C=C)=O)CC2 1-(6-(4-(2-amino-1,3-benzothiazol-4-yl)-5,6,7,8-tetrahydro-2-quinazolinyl)-2,6-diazaspiro[3.4]octan-2-yl)-2-propen-1-one